N1C=CC2=C(C=CC=C12)C1=CC=CC(=N1)C1=CN=C2N1C=C(N=C2)C#N 3-(6-(1H-indol-4-yl)pyridin-2-yl)imidazo[1,2-a]pyrazine-6-carbonitrile